C(C)OC[C@@H](CCCN1C(C2=CC(=C(C=C2C=C1)C1=NC=C(C=N1)C(F)(F)F)F)=O)NC=1C=NNC(C1C(F)(F)F)=O 2-[(4R)-5-ethoxy-4-[[6-oxo-5-(trifluoromethyl)-1H-pyridazin-4-yl]amino]pentyl]-7-fluoro-6-[5-(trifluoromethyl)pyrimidin-2-yl]isoquinolin-1-one